di(cyclopentadienyl)-bis[2,6-difluoro-3-(4-(pivaloylamino)butyl)phenyl]titanium C1(C=CC=C1)[Ti](C1=C(C(=CC=C1F)CCCCNC(C(C)(C)C)=O)F)(C1=C(C(=CC=C1F)CCCCNC(C(C)(C)C)=O)F)C1C=CC=C1